C(C(=O)O)=C.BrC=1C=C(C[C@@H]2N(CC[C@@H]2NS(=O)(=O)C)C(=O)C2CCC2)C=CC1 N-((2S,3S)-2-(3-bromobenzyl)-1-(cyclobutylcarbonyl)pyrrolidin-3-yl)methanesulfonamide iso-propenoate